C(#N)C1=CC=2N(N=C1)C(=CC2)C2=CC(=C(C=N2)C2=NN=C(S2)C2CCC(CC2)NC(C(C)(C)O)=O)NC2COC2 N-((1s,4s)-4-(5-(6-(3-cyanopyrrolo[1,2-b]pyridazin-7-yl)-4-(oxetan-3-ylamino)pyridin-3-yl)-1,3,4-thiadiazol-2-yl)cyclohexyl)-2-hydroxy-2-methylpropanamide